2-(2,6-dioxo-3-piperidinyl)-5-[7-(4-piperidinylmethyl)-2,7-diazaspiro[3.5]non-2-yl]isoindoline-1,3-dione O=C1NC(CCC1N1C(C2=CC=C(C=C2C1=O)N1CC2(C1)CCN(CC2)CC2CCNCC2)=O)=O